Cl.[N+](=O)([O-])C=1C=CC2=C(CNC(C3N2CCNC3)=O)C1 9-nitro-2,3,4,4a,6,7-hexahydrobenzo[f]pyrazino[1,2-a][1,4]diazepin-5(1H)-one hydrogen chloride